(S)-3-methyl-3-(5-(3-((4-(trifluoromethyl)phenyl)amino)pyridin-2-yl)-1,3,4-oxadiazol-2-yl)pyrrolidin-2-one C[C@@]1(C(NCC1)=O)C=1OC(=NN1)C1=NC=CC=C1NC1=CC=C(C=C1)C(F)(F)F